4-amino-1-[(2R,3S,4S,5R)-4-(benzyloxy)-5-[(benzyloxy)methyl]-5-ethynyl-3-[(trimethylsilyl)oxy]oxolan-2-yl]-5-fluoropyrimidin-2-one NC1=NC(N(C=C1F)[C@@H]1O[C@]([C@H]([C@@H]1O[Si](C)(C)C)OCC1=CC=CC=C1)(C#C)COCC1=CC=CC=C1)=O